dimethyl-[(3S)-1,2,3,4-tetrahydroisoquinolin-3-ylmethyl]amine dihydrochloride Cl.Cl.CN(C[C@H]1NCC2=CC=CC=C2C1)C